1-(4-bromo-3-(methoxymethyl)phenyl)-4-methyl-1H-1,2,3-triazole BrC1=C(C=C(C=C1)N1N=NC(=C1)C)COC